OC1=C(C=C(C(=C1)S(=O)(=O)O)O)S(=O)(=O)O 2,5-dihydroxybenzene-1,4-disulfonic acid